C(C)(C)C1=C(C=CC=C1)NC=1C(C(=C(C(C1)=O)C)C)=O 5-(2-isopropylphenylamino)-2,3-dimethyl-1,4-benzoquinone